P(O)(=O)(OP(=O)(O)OP(=O)(O)O)OC[C@@H]1[C@H]([C@H]([C@@H](O1)C1=CN(C(=O)NC1=O)CCN)O)O 1-(2-amino-ethyl)pseudouridine triphosphate